N-[4-(3-chlorophenoxy)-3-sulfamoylphenyl]-2-[2-(trifluoromethoxy)phenyl]acetamide ClC=1C=C(OC2=C(C=C(C=C2)NC(CC2=C(C=CC=C2)OC(F)(F)F)=O)S(N)(=O)=O)C=CC1